(S)-N-(4-(((pyridin-4-ylmethyl)amino)methyl)benzyl)-N-(((R)-1,2,3,4-tetrahydroisoquinolin-3-yl)methyl)-5,6,7,8-tetrahydroquinolin-8-amine N1=CC=C(C=C1)CNCC1=CC=C(CN([C@H]2CCCC=3C=CC=NC23)C[C@@H]2NCC3=CC=CC=C3C2)C=C1